(+)-N-(3-fluoro-2-(6-(4-fluorophenyl)-4-(2-hydroxypropan-2-yl)pyridin-2-yl)-2-hydroxy-3-methylButyl)-8-methoxy-3-methylcinnoline-6-carboxamide FC(C(CNC(=O)C=1C=C2C=C(N=NC2=C(C1)OC)C)(O)C1=NC(=CC(=C1)C(C)(C)O)C1=CC=C(C=C1)F)(C)C